(2S,3R,4S,5S)-4-[[3-(3,4-difluoro-2-methoxy-phenyl)-5-(difluoromethyl)-4,5-dimethyl-tetrahydrofuran-2-carbonyl]amino]pyridine-2-carboxamide FC=1C(=C(C=CC1F)[C@@H]1[C@H](O[C@]([C@H]1C)(C)C(F)F)C(=O)NC1=CC(=NC=C1)C(=O)N)OC